3-[(4-bromo-2-methyl-phenyl)methylene]-1-(3-fluoropropyl)azetidine tert-Butyl-N-[(2R)-1-(2,2-dimethyl-4,6-dioxo-1,3-dioxan-5-yl)-3-phenylpropan-2-yl]carbamate C(C)(C)(C)OC(N[C@H](CC1C(OC(OC1=O)(C)C)=O)CC1=CC=CC=C1)=O.BrC1=CC(=C(C=C1)C=C1CN(C1)CCCF)C